C1(CCC(N1)=O)=O Succinimid